NC/C=C/C=1C=C2C(=NC=NC2=CC1)NC1=CC(=C(C=C1)OC1=CC=2N(C=N1)C=NN2)C 6-[(E)-3-amino-1-propenyl]-N-[3-methyl-4-([1,2,4]triazolo[4,3-c]pyrimidin-7-yloxy)phenyl]quinazolin-4-amine